FC1=C(C(=CC(=C1)N1C(CCC1)=C=O)F)C=1N=C2N(C=CC(=C2)C)C1C[C@H]1CN(CCO1)C(=O)NC (S)-2-((2-(2,6-difluoro-4-(2-carbonylpyrrolidin-1-yl)phenyl)-7-methylimidazo[1,2-a]pyridin-3-yl)methyl)-N-methylmorpholine-4-carboxamide